ClC=1C(=CC2=C(C[C@@](O2)([C@H]2NCCC2)C2=CC=C(C=C2)OC)C1C=1C(=CC2=C(OCCO2)C1F)C(=O)N)F (S)-7-((S)-5-Chloro-6-fluoro-2-(4-methoxyphenyl)-2-((S)-pyrrolidin-2-yl)-2,3-dihydrobenzofuran-4-yl)-8-fluoro-2,3-dihydrobenzo[b][1,4]dioxine-6-carboxamide